FC=1C(=CC=C(C(=O)N)C1)N1CCC2(CC(C2)N2C(CCC2)C2=C(C=CC=C2)C(C)C)CC1 5-fluoro-4-(2-(2-(2-isopropylphenyl)pyrrolidin-1-yl)-7-azaspiro[3.5]nonan-7-yl)benzamide